C(#C)C1=C2C(=CC(=CC2=CC=C1F)O)C1=CC=C2C(=NC(=NC2=C1F)OC[C@]12CCCN2C[C@@H](C1)F)N1CC(C1)(NC)C 5-ethynyl-6-fluoro-4-(8-fluoro-2-(((2R,7aS)-2-fluorotetrahydro-1H-pyrrolizin-7a(5H)-yl)methoxy)-4-(3-methyl-3-(methylamino)azetidin-1-yl)quinazolin-7-yl)naphthalen-2-ol